(S)-1-(2-(3-acetyl-5-(2-methylpyrimidin-5-yl)-1H-indazol-1-yl)acetyl)-N-(6-bromopyridin-2-yl)-4-oxopyrrolidine-2-carboxamide C(C)(=O)C1=NN(C2=CC=C(C=C12)C=1C=NC(=NC1)C)CC(=O)N1[C@@H](CC(C1)=O)C(=O)NC1=NC(=CC=C1)Br